C(C)(=O)OC1=CC=C(C=C1)C1NS(NC=C1C(=O)OCC)(=O)=O Ethyl 3-(4-acetoxyphenyl)-3,6-dihydro-2H-1,2,6-thiadiazine-4-carboxylate 1,1-dioxide